N=1N(N=C2C1C=CC=C2)C2=C(C(=CC(=C2)C)CC(C[Si](O[Si](C)(C)C)(O[Si](C)(C)C)C)C)O 2-(2H-benzotriazol-2-yl)-4-methyl-6-{2-methyl-3-{1,3,3,3-tetramethyl-1-[(trimethylsilyl)oxy]-disiloxanyl}-propyl}phenol